OCCC=1C(=NC(N([C@H]2[C@H](O)[C@H](O)[C@@H](CO)O2)C1)=O)N 5-(2-hydroxyethyl)-cytidine